trans-1-((4-((S)-3-(3-cyano-5-fluorophenyl)isoxazolidine-2-carbonyl)cyclohexyl)methyl)-6-fluoro-1H-benzo[d]imidazole-5-carboxamide C(#N)C=1C=C(C=C(C1)F)[C@H]1N(OCC1)C(=O)[C@@H]1CC[C@H](CC1)CN1C=NC2=C1C=C(C(=C2)C(=O)N)F